CC1=NC=NC(=C1C1=C(OC[C@@H]2N(CCCC2)C(=O)OC(C)(C)C)C=CC(=C1)NC(=O)[C@H]1[C@@H](C1)F)C tert-butyl (2R)-2-[[2-(4,6-dimethylpyrimidin-5-yl)-4-[[(1S,2R)-2-fluorocyclopropanecarbonyl]amino]phenoxy]methyl]piperidine-1-carboxylate